COC(=O)C=1C=C2C=NN(C2=CC1OC)C1OCCCC1 6-methoxy-1-(tetrahydro-2H-pyran-2-yl)-1H-indazole-5-carboxylic acid methyl ester